2-(2,6-dioxopiperidin-3-yl)-5-((4-(5-methylthiophen-3-yl)piperazin-1-yl)methyl)isoindoline-1,3-dione O=C1NC(CCC1N1C(C2=CC=C(C=C2C1=O)CN1CCN(CC1)C1=CSC(=C1)C)=O)=O